(R)-3-(3-(2,5-di-chloro-7H-pyrrolo[2,3-d]pyrimidin-7-yl)-2-methylpropoxy)-1-(2,6-dimethylpyridin-3-yl)-5-methyl-1H-pyrazol-4-amine ClC=1N=CC2=C(N1)N(C=C2Cl)C[C@H](COC2=NN(C(=C2N)C)C=2C(=NC(=CC2)C)C)C